C(C)(C)(C)C1N(CC[C@@H]1C(=O)O)C(=O)C1CCN(CC1)C1=CC=C(C=C1)C1C(NC(CC1)=O)=O.FC1(C(C=CC=C1)F)C(CO)O 1,2-difluorophenyl-ethylene glycol tert-butyl-(3S)-1-(1-(4-(2,6-dioxopiperidin-3-yl)phenyl)piperidine-4-carbonyl)pyrrolidine-3-carboxylate